[Al].[Si] Silicon-Aluminum